tert-Butyl 2-(((6-((3,4-dihydroisoquinolin-2(1H)-yl)methyl)-4-oxo-4H-pyran-3-yl)oxy)methyl)-7-azaspiro[3.5]nonane-7-carboxylate C1N(CCC2=CC=CC=C12)CC1=CC(C(=CO1)OCC1CC2(C1)CCN(CC2)C(=O)OC(C)(C)C)=O